C(C)(=O)OC(CC(C=C)C)C1=CC=CC=C1 3-methyl-1-phenylpent-4-en-1-yl acetate